BrCC=1C(=NC=CC1)N1C(NC(CC1)=O)=O 1-(3-(Bromomethyl)pyridin-2-yl)dihydropyrimidine-2,4(1H,3H)-dione